C(C)OC(=O)C1=C(C(C(O1)C(F)(F)F)C)OS(=O)(=O)C(F)(F)F methyl-2-(trifluoromethyl)-4-(trifluoromethylsulfonyloxy)-3H-furan-5-carboxylic acid ethyl ester